6-Chloro-8-(2-chloro-pyridin-3-yl)-9-ethyl-1-methyl-9H-pyrido[3,4-b]indole ClC=1C=C2C3=C(N(C2=C(C1)C=1C(=NC=CC1)Cl)CC)C(=NC=C3)C